C(C1=CC=CC=C1)OCCCCN1N=C(C=C1C=1N=CNC1)C 1-[4-(benzyloxy)butyl]-5-(1H-imidazol-4-yl)-3-methyl-1H-pyrazole